C(C1=CC=CC=C1)OC=1C(=NC=NC1OCC1=CC=CC=C1)CCN1C(C=C(C=C1)C#CC1=CC=C(C=C1)CN1CCOCC1)=O 1-(2-(5,6-bis(benzyloxy)pyrimidin-4-yl)ethyl)-4-((4-(morpholinomethyl)phenyl)ethynyl)pyridin-2(1H)-one